Diarsenic acid, tetrasodium salt [Na+].[Na+].[Na+].[Na+].[As]([O-])([O-])([O-])=O.[As]([O-])(O)(O)=O